C(C)(C)N1C(=NC(=C1)C(F)(F)F)C1=CC=C(CN2C3=NC(=NC=C3N=C2C2=NN(C=C2)C)C2=NN(C=C2)C)C=C1 9-(4-(1-isopropyl-4-(trifluoromethyl)-1H-imidazol-2-yl)benzyl)-2,8-bis(1-methyl-1H-pyrazol-3-yl)-9H-purine